BrC1=C(C(C(=O)OC)=CC=C1)C(=O)OC dimethyl 3-bromophthalate